Ethyl-N-methyl-4-(3-(4-fluoro-2,6-dimethylphenoxy)-5-(2-hydroxy-2-methylpropyl)thiophen-2-yl)-6-methyl-7-oxo-6,7-dihydro-1h-pyrrolo[2,3-c]pyridine-2-carboxamide C(C)N1C(=CC2=C1C(N(C=C2C=2SC(=CC2OC2=C(C=C(C=C2C)F)C)CC(C)(C)O)C)=O)C(=O)NC